4-((3-(2-(2-(3-aminopropoxy)ethoxy)ethoxy)propyl)amino)pyrimidin-2(1H)-one NCCCOCCOCCOCCCNC1=NC(NC=C1)=O